methyl 5-fluoro-4-[(2-fluoro-4-methoxycarbonyl-5-nitro-phenyl)methyl sulfinylmethyl]-2-nitro-benzoate FC=1C(=CC(=C(C(=O)OC)C1)[N+](=O)[O-])CS(=O)CC1=C(C=C(C(=C1)[N+](=O)[O-])C(=O)OC)F